tri(3-hydroxypropyl) phosphate P(=O)(OCCCO)(OCCCO)OCCCO